5-butyloxapentan-2-one C(CCC)CCCC(O)=O